C1(CCCCC1)OC(=O)NC1=CC=C2C(=N1)C(=CN2)C2CCN(CC2)CC(C)C 5-cyclohexyloxycarbonylamino-3-(1-isobutylpiperidin-4-yl)pyrrolo[3,2-b]pyridine